C(C=C)(=O)OC1CCCCC1 cyclohexyl acrylate